C(C)(C)(C)N1C=C(C=2C1=NC(=CC2)C(=O)N2C(CN(CC2)C(CCCCCCC(=O)OC)=O)(C)C)C2=CC(=C(C=C2)Cl)F methyl 8-(4-(1-(tert-butyl)-3-(4-chloro-3-fluorophenyl)-1H-pyrrolo[2,3-b]pyridine-6-carbonyl)-3,3-dimethylpiperazin-1-yl)-8-oxooctanoate